N-benzoyl-O-(4-(5,6,7,8-tetrahydro-1,8-naphthyridin-2-yl)butyl)-L-homoserine C(C1=CC=CC=C1)(=O)N[C@@H](CCOCCCCC1=NC=2NCCCC2C=C1)C(=O)O